benzenetricarboxylate C1(=C(C(=CC=C1)C(=O)[O-])C(=O)[O-])C(=O)[O-]